(2,3,4,5-tetramethylcyclopenta-2,4-dien-1-yl)silane zirconium dichloride [Cl-].[Cl-].[Zr+2].CC=1C(C(=C(C1C)C)C)[SiH3]